ClCC1=CC=C(C(=O)NCCCCCC)C=C1 4-(chloromethyl)-N-hexyl-benzamide